N-(3-(4-(cyclopropylbuta-1,3-diyn-1-yl)-3-fluorophenyl)-2-(5-hydroxy-6-oxo-1,6-dihydropyrimidin-4-yl)propyl)acetamide C1(CC1)C#CC#CC1=C(C=C(C=C1)CC(CNC(C)=O)C=1N=CNC(C1O)=O)F